ClC=1C(=C(C(=NC1C)N[C@@H](C(=O)N(C)C1=CC=C(C=C1)F)CC1=CC=C(C=C1)O)C#N)C (R)-2-(5-chloro-3-cyano-4,6-dimethylpyridin-2-ylamino)-N-(4-fluorophenyl)-3-(4-hydroxyphenyl)-N-methylpropanamide